ClC=1C2=CN(N=C2C(=C(C1)C1=CC=C(C=C1)N(C)CCN1CCC(CC1)CO)Cl)C(C(=O)OCC)C1=C2N(C=N1)C[C@@H](C2)F ethyl 2-(4,7-dichloro-6-(4-((2-(4-(hydroxymethyl)piperidin-1-yl)ethyl)(methyl)amino)phenyl)-2H-indazol-2-yl)-2-((R)-6-fluoro-6,7-dihydro-5H-pyrrolo[1,2-c]imidazol-1-yl)acetate